4-(6-chloro-8-fluoro-4-((1S,5R)-1-methyl-3,8-diazabicyclo[3.2.1]octan-3-yl)-2-((1-(morpholinomethyl)cyclopropyl)methoxy)quinazolin-7-yl)-6-methyl-5-(trifluorometh-yl)pyridin-2-amine ClC=1C=C2C(=NC(=NC2=C(C1C1=CC(=NC(=C1C(F)(F)F)C)N)F)OCC1(CC1)CN1CCOCC1)N1C[C@@]2(CC[C@H](C1)N2)C